N1N=CC2=CC3=C(C=C12)SC=C3 thieno[3,2-f]indazol